ClC1=NN2C(N=CC3=C2C(CC3C(=O)NC=3C=NC(=C(C3)C(F)(F)F)C(=O)N3CC(C3)(F)F)(C)C)=C1 2-chloro-N-(6-(3,3-difluoroazetidine-1-carbonyl)-5-(trifluoromethyl)pyridin-3-yl)-8,8-dimethyl-7,8-dihydro-6H-cyclopenta[e]pyrazolo[1,5-a]pyrimidine-6-carboxamide